ClC1=NC(=CC(=C1)NC(=O)C1=C(C2=C(S1)C=CC=C2)C(C)(C)S(=O)(=O)C)OC2=CSC(=C2)C N-(2-chloro-6-((5-methylthiophen-3-yl)oxy)pyridin-4-yl)-(2-(methylsulfonyl)propan-2-yl)benzo[b]thiophene-2-carboxamide